(S)-N-(2-methyl-5-(2-(2-methylpyrrolidin-1-yl)acetamido)pyridin-3-yl)-2-(1,3,5-trimethyl-1H-pyrazol-4-yl)-1H-pyrrolo[2,3-b]pyridine-5-carboxamide CC1=NC=C(C=C1NC(=O)C=1C=C2C(=NC1)NC(=C2)C=2C(=NN(C2C)C)C)NC(CN2[C@H](CCC2)C)=O